1-Phenyl-2,2-bis((4-(trifluoromethyl)phenyl)selanyl)ethan-1-one C1(=CC=CC=C1)C(C([Se]C1=CC=C(C=C1)C(F)(F)F)[Se]C1=CC=C(C=C1)C(F)(F)F)=O